ClC=1C(=C(C=CC1)C1=NN(C=N1)C)OC (3-chloro-2-methoxyphenyl)-1-methyl-1H-1,2,4-triazole